C(#N)[C@H]1N([C@H]2C[C@H]2C1)C(CNC(=O)C1=CC=NC2=CC(=CC=C12)COC(F)(F)F)=O N-(2-((1s,3s,5s)-3-cyano-2-azabicyclo[3.1.0]hex-2-yl)-2-oxoethyl)-7-((trifluoromethoxy)methyl)quinoline-4-carboxamide